1-[3-[[(8-chloro-7,9-dimethyl-pyrido[3',2':4,5]thieno[3,2-d]pyrimidin-4-yl)amino]methyl]phenyl]cyclobutanol ClC1=C(C2=C(SC3=C2N=CN=C3NCC=3C=C(C=CC3)C3(CCC3)O)N=C1C)C